6-(4-Ethyl-3-(hydroxymethyl)-5-oxo-4,5-dihydro-1H-1,2,4-triazol-1-yl)-7-fluoro-2-(2-fluoro-5-methylphenyl)-4-isopropylisoquinolin-1(2H)-one C(C)N1C(=NN(C1=O)C=1C=C2C(=CN(C(C2=CC1F)=O)C1=C(C=CC(=C1)C)F)C(C)C)CO